2-((dimethylamino)methyl)cyclopropane-1-carboxylic acid CN(C)CC1C(C1)C(=O)O